3-(1,1-dimethylethyl)-4-hydroxy-5-methyl-phenylpropionate CC(C)(C)C=1C=C(C=C(C1O)C)OC(CC)=O